ClC=1C=C(C=CC1)C=1C(=CC=CC1)S(=O)(=O)N 3'-Chloro[biphenyl]-2-sulfonamide